OC1=CC(=CC=2CCC3=CC(=CC=C3C12)O)OC 4,7-dihydroxyl-2-methoxyl-9,10-dihydrophenanthrene